CNCC1=CC(=NC=C1)NC=1SC2=C(N1)C=CC(=C2)C2=CC=NC=C2 N-(4-((methylamino)-methyl)pyridin-2-yl)-6-(pyridin-4-yl)benzo[d]-thiazol-2-amine